(R)-(2-(Cyclopropyl-methoxy)-4,6-dihydroxyphenyl)(6-(2-methoxyethoxy)-8-((tetrahydrofuran-3-yl)amino)-3,4-dihydroisoquinolin-2(1H)-yl)methanone C1(CC1)COC1=C(C(=CC(=C1)O)O)C(=O)N1CC2=C(C=C(C=C2CC1)OCCOC)N[C@H]1COCC1